OCC=1C(NC2=CC(=NC=C2C1C)C)=O 3-(hydroxymethyl)-4,7-dimethyl-1H-1,6-naphthyridin-2-one